OC(C)C(C)S 2-Hydroxy-3-butanethiol